COCC1(C(CCC1)=O)O[Si](C)(C)C 2-(methoxymethyl)-2-((trimethylsilyl)oxy)cyclopentan-1-one